1,1-bis(4'-hydroxyphenyl)-2-methylpropane OC1=CC=C(C=C1)C(C(C)C)C1=CC=C(C=C1)O